C(CCCCCCCC=CC=CC=CCCCC)(=O)OCCCCCCCCCCCCCCCC palmityl eleostearate